(3aS,4R,9bR)-2-Ethynyl-4-(4-hydroxy-phenyl)-1,2,3,3a,4,9b-hexahydro-cyclopenta[c]chromen-8-ol C(#C)C1C[C@@H]2[C@@H]([C@@H](OC=3C=CC(=CC23)O)C2=CC=C(C=C2)O)C1